CC=1C(=NC(=NC1)NC1=CC(=C(C=C1)C)S(=O)(=O)C)NC=1C=CC2=C(NC(O2)=O)C1 5-(5-methyl-2-(4-methyl-3-(methylsulfonyl)phenylamino)pyrimidin-4-ylamino)benzo[d]oxazol-2(3H)-one